ClC=1C(=C(C=CC1Cl)NC([C@H](CCNC(OC(C)(C)C)=O)NC(=O)[C@H]1N(CC2=CC(=CC=C2C1)O)C(CCC(C1=CC=CC=C1)=O)=O)=O)F tert-butyl ((S)-4-((3,4-dichloro-2-fluorophenyl)amino)-3-((S)-7-hydroxy-2-(4-oxo-4-phenylbutanoyl)-1,2,3,4-tetrahydroisoquinoline-3-carboxamido)-4-oxobutyl)carbamate